2-(2-chlorophenyl)-N-[4-(2-methoxy-1,3-thiazol-4-yl)-3-sulfamoylphenyl]acetamide ClC1=C(C=CC=C1)CC(=O)NC1=CC(=C(C=C1)C=1N=C(SC1)OC)S(N)(=O)=O